N-(1,1-dioxidotetrahydrothiophen-3-yl)-3-(N-(m-tolyl)sulfamoyl)benzamide O=S1(CC(CC1)NC(C1=CC(=CC=C1)S(NC=1C=C(C=CC1)C)(=O)=O)=O)=O